1-dimethylamino-3-(dimethylsilyloxy)-1,1,3,5,5-pentamethyltrisiloxane CN([Si](O[Si](O[SiH](C)C)(C)O[SiH](C)C)(C)C)C